N-{1-[5-(2,3-dihydro-1,4-benzodioxin-6-yl)thiophen-2-yl]ethyl}-6,7-dimethoxy-2-methylquinazolin-4-amine O1CCOC2=C1C=CC(=C2)C2=CC=C(S2)C(C)NC2=NC(=NC1=CC(=C(C=C21)OC)OC)C